FC1=C(C(=O)N2CCN(CC2)C(=O)OC(C)(C)C)C=CC(=C1)S(N)(=O)=O tert-Butyl 4-(2-fluoro-4-sulfamoylbenzoyl)piperazine-1-carboxylate